(R)-4-(5-(4-methoxy-3-propoxyphenyl)pyridin-3-yl)-1,2-oxaborole-2-ol hydrochloride monohydrate O.Cl.COC1=C(C=C(C=C1)C=1C=C(C=NC1)C=1CB(OC1)O)OCCC